Cl.C1(=CC=CC=C1)C1CC(C(C(C1)=O)=CNCC1CCNCC1)=O 5-phenyl-2-(((piperidin-4-ylmethyl)amino)methylene)cyclohexane-1,3-dione hydrochloride